O-(mesitylsulfonyl)hydroxylamine cyanoethyl-propionate C(#N)CCOC(CC)=O.C1(=C(C(=CC(=C1)C)C)S(=O)(=O)ON)C